4-ethyl-8-fluoro-4-hydroxy-9-methyl-11-(1H-pyrazol-4-yl)-1,12-dihydro-14H-pyrano[3',4':6,7]indolizino[1,2-b]quinoline-3,14(4H)-dione C(C)C1(C(OCC=2C(N3CC=4C(=NC=5C=C(C(=CC5C4C=4C=NNC4)C)F)C3=CC21)=O)=O)O